Cl.Cl.ClC=1C=C(C=CC1OCC1=CC(=CC=C1)F)NC1=NC=NC2=CC=C(C=C12)C(C#CC)=NOC[C@@H]1CNCCO1 4-(3-chloro-4-(3-fluorobenzyloxy)phenylamino)-6-(1-((S)-morpholin-2-ylmethoxyimino)-2-butyn-1-yl)quinazolin-dihydrochloride